C(C)N(C(=O)C=1NC(=CN1)C=1C=NN(C1)C1=CC=CC=C1)C1CCNCC1 N-ethyl-5-(1-phenyl-1H-pyrazol-4-yl)-N-(piperidin-4-yl)-1H-imidazole-2-carboxamide